4'-ethyl-5'-(4-hydroxyphenyl)-[3,3'-bipyridine]-6-carboxamide C(C)C1=C(C=NC=C1C1=CC=C(C=C1)O)C=1C=NC(=CC1)C(=O)N